3-((2-morpholino-7-phenyl-6,7-dihydro-5H-pyrrolo[2,3-d]pyrimidin-4-yl)oxy)propane O1CCN(CC1)C=1N=C(C2=C(N1)N(CC2)C2=CC=CC=C2)OCCC